C(C)(C)(C)OC(CN1CCC(CC1)C1=CC=C(C=C1)C1C(NC(CC1)=O)=O)=O.NC=1C(=NC(=C(C1)F)Br)C(C)=O 1-(3-amino-6-bromo-5-fluoropyridin-2-yl)ethanone tert-butyl-2-[4-[4-(2,6-dioxo-3-piperidyl)phenyl]-1-piperidyl]acetate